N-(2,2-difluoroethyl)-5-(6-ethoxy-1H-pyrrolo[2,3-b]pyridin-3-yl)pyrazolo[1,5-a]pyridine-3-carboxamide FC(CNC(=O)C=1C=NN2C1C=C(C=C2)C2=CNC1=NC(=CC=C12)OCC)F